C[C@H]1[C@@H]2CCC3=C([C@]2(CCC1=O)C)CC[C@]4([C@H]3CC[C@@H]4[C@H](C)CCC=C(C)C)C The molecule is a 3-dehydro-4-methylzymosterol in which the methyl substituent at position 4 has alpha configuration. It is an intermediate in the biosynthesis of cholesterol.